1-Ethyl-2-(Hydroxy-Diphenyl-Methyl)-5-Methoxy-1H-Imidazo[4,5-b]Pyridine-6-Carboxylic Acid (1-Ethyl-1H-[1,2,4]Triazol-3-yl)-Amide C(C)N1N=C(N=C1)NC(=O)C=1C=C2C(=NC1OC)N=C(N2CC)C(C2=CC=CC=C2)(C2=CC=CC=C2)O